(S)-4-(2-(4-fluorobenzamido)-3-phenylpropanamido)-2-hydroxybenzene-1-sulfonyl chloride FC1=CC=C(C(=O)N[C@H](C(=O)NC2=CC(=C(C=C2)S(=O)(=O)Cl)O)CC2=CC=CC=C2)C=C1